2-(6-[5-Amino-4-cyano-1-[1,1,1-trifluoropropan-2-yl]pyrazol-3-yl]pyridin-3-yl)-N-[3-(2,2-dimethylpropyl)-1,2-oxazol-5-yl]propanamide NC1=C(C(=NN1C(C(F)(F)F)C)C1=CC=C(C=N1)C(C(=O)NC1=CC(=NO1)CC(C)(C)C)C)C#N